2-(6-bromohexyl)-9-(4-(trifluoromethyl)phenyl)-1H-xantheno[2,1,9-def]isoquinoline-1,3(2H)-dione BrCCCCCCN1C(C2=CC=C3C=4C2=C(C1=O)C=CC4OC4=CC=C(C=C43)C4=CC=C(C=C4)C(F)(F)F)=O